[I-].C[NH+]1C(N(CC1)CCC)C 1,2-dimethyl-3-n-propyl-imidazolinium iodide